methyl 2-[2-(2,4-dimethylphenyl)phenyl]-1-ethyl-benzimidazole-5-carboxylate CC1=C(C=CC(=C1)C)C1=C(C=CC=C1)C1=NC2=C(N1CC)C=CC(=C2)C(=O)OC